6-amino-N-(2-(diethylamino)ethyl)quinoline-2-carboxamide NC=1C=C2C=CC(=NC2=CC1)C(=O)NCCN(CC)CC